2,5-dicarboxyphthalic acid C(=O)(O)C1(C(C(=O)O)C=C(C=C1)C(=O)O)C(=O)O